(5-(1,1-difluoroethyl)-6-methyl-1-(tetrahydro-2H-pyran-2-yl)-1H-pyrazolo[3,4-b]pyridin-4-yl)boronic acid FC(C)(F)C=1C(=C2C(=NC1C)N(N=C2)C2OCCCC2)B(O)O